COC1=CC2=C(C(=N[C@@H](C(N2)=O)NC([C@@H]([C@@H](C(=O)N)CCCC(F)(F)F)CCC(F)(F)F)=O)C2=CC=CC=C2)C=C1 (2R,3S)-N-((3S)-8-methoxy-2-oxo-5-phenyl-2,3-dihydro-1H-1,4-benzodiazepin-3-yl)-3-(4,4,4-trifluorobutyl)-2-(3,3,3-trifluoropropyl)succinamide